rel-(1S,5R)-4,4-difluoro-2-[(CIS)-3-fluorocyclobutanecarbonyl]-1-({2,3',5'-trifluoro-[1,1'-biphenyl]-3-yl}methyl)-8-oxa-2,6-diazaspiro[4.5]decan-7-one FC1(CN([C@H]([C@@]12NC(OCC2)=O)CC=2C(=C(C=CC2)C2=CC(=CC(=C2)F)F)F)C(=O)[C@@H]2C[C@@H](C2)F)F |o1:4,5|